((1r,4r)-4-methoxycyclohexyl)pyridine-2,3-diamine COC1CCC(CC1)C1=C(C(=NC=C1)N)N